2-chlorophenyl-oxazole tert-butyl-(1-(5-bromo-1-methyl-1H-imidazo[4,5-b]pyrazin-2-yl)-4-methylpiperidin-4-yl)carbamate C(C)(C)(C)N(C(O)=O)C1(CCN(CC1)C1=NC=2C(=NC=C(N2)Br)N1C)C.ClC1=C(C=CC=C1)C=1OC=CN1